1,4-bis(benzoylcarbonyl)benzene C(C1=CC=CC=C1)(=O)C(=O)C1=CC=C(C=C1)C(=O)C(C1=CC=CC=C1)=O